BrC=1C(C2=C(SC(=C2)[N+](=O)[O-])C(C1)=O)=O 5-bromo-2-nitrobenzo[b]thiophen-4,7-dione